N1=C(C=CC=C1)C=C(C(N)N)CC (pyridylmethylene)butanediamine